C(C1=CC=CC=C1)OC1=CC=C(C=C1)C1=CC2=C(N=CN=C2C2OCC23CCNCC3)N1 (6-(4-(benzyloxy)phenyl)-7H-pyrrolo[2,3-d]pyrimidin-4-yl)-2-oxa-7-azaspiro[3.5]nonane